N-methylene dipropionate C(CC)(=O)OCOC(CC)=O